ethyl 1-[4-[6-(5-amino-1-methyl-pyrazol-4-yl)-3-pyridyl]-3-cyano-phenyl]cyclopropanecarboxylate NC1=C(C=NN1C)C1=CC=C(C=N1)C1=C(C=C(C=C1)C1(CC1)C(=O)OCC)C#N